octane-2,4-diol CC(CC(CCCC)O)O